tert-butyl 4-[4-(2,6-dibenzyloxy-3-pyridyl)phenyl]-3,6-dihydro-2H-pyridine-1-carboxylate C(C1=CC=CC=C1)OC1=NC(=CC=C1C1=CC=C(C=C1)C=1CCN(CC1)C(=O)OC(C)(C)C)OCC1=CC=CC=C1